N-[5-(2-cyanophenyl)-1-trityl-1H-indazol-3-yl]-1-methylpiperidine-4-carboxamide C(#N)C1=C(C=CC=C1)C=1C=C2C(=NN(C2=CC1)C(C1=CC=CC=C1)(C1=CC=CC=C1)C1=CC=CC=C1)NC(=O)C1CCN(CC1)C